5-(3-bromopropoxy)-2-chloro-1,3-dimethyl-Benzene BrCCCOC=1C=C(C(=C(C1)C)Cl)C